CCC[Si](OCC)(OCC)OC(C)N=C=O isocyanato-propyltriethoxysilane